4-((2-cyanophenyl)thio)-6-(1-(3-oxo-3-(piperazin-1-yl)propyl)-1H-pyrazol-4-yl)pyrazolo[1,5-a]pyridine-3-carbonitrile C(#N)C1=C(C=CC=C1)SC=1C=2N(C=C(C1)C=1C=NN(C1)CCC(N1CCNCC1)=O)N=CC2C#N